C(=O)(O)COC1=C(C2=CC=CC=C2C=C1C1=CC=CC=C1)C1=C(C(=CC2=CC=CC=C12)C1=CC=CC=C1)OCC(=O)O 2,2'-bis(carboxymethoxy)-3,3'-diphenyl-1,1'-binaphthyl